COC(=O)C1=COC2=C1C=C(C=C2)OC2=C(C=NC=C2)C(=O)N2CCN(C1=CC=CC=C21)C2CC2 5-((3-(4-cyclopropyl-1,2,3,4-tetrahydroquinoxaline-1-carbonyl)pyridin-4-yl)oxy)benzofuran-3-carboxylic acid methyl ester